2-(8-(1H-benzo[d]imidazol-2-yl)-2-oxo-1,3,8-triazaspiro[4.5]decan-3-yl)-N-(4-(trifluoromethyl)phenyl)acetamide hydrochloride Cl.N1C(=NC2=C1C=CC=C2)N2CCC1(CN(C(N1)=O)CC(=O)NC1=CC=C(C=C1)C(F)(F)F)CC2